OC1=C(C=C(C=C1)NC(=O)C1=CC=C(C=C1)C1=C(C=C(C=C1)C(F)(F)F)OCCOC)NS(=O)(=O)C N-(4-hydroxy-3-(methylsulfonylamino)phenyl)-2'-(2-methoxyethoxy)-4'-(trifluoromethyl)-[1,1'-biphenyl]-4-carboxamide